NCCSSCCNC(=O)NC1=CC=C(C=C1)N1CCN(CC1)C 1-[2-(2-aminoethyldithio)ethyl]-3-[4-(4-methylpiperazin-1-yl)phenyl]urea